(+/-)-(1S,3S)-3-(4-(5-((benzyloxy)methyl)-1-methyl-1H-1,2,3-triazol-4-yl)phenoxy)cyclohexane-1-carboxylic acid C(C1=CC=CC=C1)OCC1=C(N=NN1C)C1=CC=C(O[C@@H]2C[C@H](CCC2)C(=O)O)C=C1 |r|